2-bromo-6-[(2S)-1-methoxypropan-2-yl]-6,7-dihydro-4H-pyrazolo[1,5-a]pyrrolo[3,4-d]pyrimidine BrC1=NN2C(NC=3C(=C2)CN(C3)[C@H](COC)C)=C1